2-(2-hydroxyethyl)quinolin-8-ol tert-butyl-4-((1r,4r)-4-(5-(3-cyanopyrrolo[1,2-b]pyridazine-7-carboxamido)-6-(2-hydroxypropan-2-yl)-2H-indazol-2-yl)cyclohexyl)piperazine-1-carboxylate C(C)(C)(C)C1N(CCN(C1)C1CCC(CC1)N1N=C2C=C(C(=CC2=C1)NC(=O)C1=CC=C2N1N=CC(=C2)C#N)C(C)(C)O)C(=O)OC=2C=CC=C1C=CC(=NC21)CCO